N1=CC=C(C=C1)C1=CC=C(C=C1)N1C(C2(CC1)NC1=CC=CC=C1C2)=O (4-(pyridin-4-yl)phenyl)spiro[indoline-2,3'-pyrrolidine]-2'-one